O1CCN(CC1)CC#CC1=CC=C(C=C1)C1=NNC(O1)=S 5-(4-(3-morpholinopropan-1-yn-1-yl)phenyl)-1,3,4-oxadiazole-2(3H)-thione